N=1N=CN2N=C(C=CC21)C(C(=O)N)N2N=C(C(=CC2=O)OC)C(C)C ([1,2,4]triazolo[4,3-b]pyridazin-6-yl)-2-(3-isopropyl-4-methoxy-6-oxopyridazin-1(6H)-yl)acetamide